2-[(2-{[2-methoxy-5-(4-methylpiperazin-1-yl)phenyl]amino}-5,5-dimethyl-6,7-dihydro-5H-pyrrolo[2,3-d]pyrimidin-4-yl)amino]-N-(propan-2-yl)benzenesulfonamide COC1=C(C=C(C=C1)N1CCN(CC1)C)NC=1N=C(C2=C(N1)NCC2(C)C)NC2=C(C=CC=C2)S(=O)(=O)NC(C)C